6-[(1H-indol-6-yl)amino]-4-(4-methoxypiperidin-1-yl)pyridine-2-carbonitrile N1C=CC2=CC=C(C=C12)NC1=CC(=CC(=N1)C#N)N1CCC(CC1)OC